N-(1-(oxetan-3-yl)-1H-pyrazolo[3,4-b]pyridin-6-yl)-2-(6-azaspiro[2.5]oct-6-yl)benzamide O1CC(C1)N1N=CC=2C1=NC(=CC2)NC(C2=C(C=CC=C2)N2CCC1(CC1)CC2)=O